(5'S,7a'R)-5'-(3,5-difluorophenyl)-1-(3-methoxypyridine-2-carbonyl)tetrahydro-3'H-spiro[piperidine-4,2'-pyrrolo[2,1-b]-[1,3]oxazol]-3'-one FC=1C=C(C=C(C1)F)[C@@H]1CC[C@H]2OC3(C(N21)=O)CCN(CC3)C(=O)C3=NC=CC=C3OC